benzyl (S)-2-(cyanomethyl)-4-(7-((2,3-dihydrobenzofuran-4-yl)methyl)-2-(((S)-1-methylpyrrolidin-2-yl)methoxy)imidazo[2,1-f][1,2,4]triazin-4-yl)piperazine-1-carboxylate C(#N)C[C@@H]1N(CCN(C1)C1=NC(=NN2C1=NC=C2CC2=CC=CC1=C2CCO1)OC[C@H]1N(CCC1)C)C(=O)OCC1=CC=CC=C1